3-chloro-6-(2,4-Dimethoxypyrimidin-5-yl)-4-((1R,2S)-2-(2,2,2-trifluoroethyl)cyclopropyl)pyridazine ClC=1N=NC(=CC1[C@H]1[C@@H](C1)CC(F)(F)F)C=1C(=NC(=NC1)OC)OC